5-methyl-6-(trifluoromethyl)pyrimidine-2,4-diol CC=1C(=NC(=NC1C(F)(F)F)O)O